CC=1C=C(CN(C(=O)C2CCCC2)C2=CC=C(C=C2)CC(=O)NCC2=CC=C(C=C2)C)C=CC1 N-(3-methylbenzyl)-N-(4-(2-((4-methylbenzyl)amino)-2-oxoethyl)phenyl)cyclopentanecarboxamide